5-Bromo-3-(2-fluoro-5-nitro-phenyl)-1-(toluene-4-sulfonyl)-1H-pyrrolo[2,3-b]pyridine BrC=1C=C2C(=NC1)N(C=C2C2=C(C=CC(=C2)[N+](=O)[O-])F)S(=O)(=O)C2=CC=C(C)C=C2